CC1(CC2C3(CCCC(CCC12)(C3)C)OCC(CCC)O)C 1-((4,4,8-Trimethyltricyclo[6.3.1.02,5]dodecan-1-yl)oxy)pentan-2-ol